CC1=CC=C(CNC=2C(C(C2NCC2=NC=C(C=C2)C2=NOC(=N2)C(F)(F)F)=O)=O)C=C1 3-((4-methylbenzyl)amino)-4-(((5-(5-(trifluoromethyl)-1,2,4-oxadiazol-3-yl)pyridin-2-yl)methyl)amino)cyclobut-3-ene-1,2-dione